CC1(COC1)NC(=O)C1=NC=CC=C1 N-(3-methyloxetan-3-yl)pyridine-2-carboxamide